ClC1=CC=C(C=C1)CN1C([C@H](CS(C2=C1C=C(C(=C2)F)C2=NOC(=N2)C2CNCC(C2)(F)F)(=O)=O)NC(OC(C)(C)C)=O)=O tert-butyl N-[(3R)-5-[(4-chlorophenyl)methyl]-7-[5-(5,5-difluoro-3-piperidyl)-1,2,4-oxadiazol-3-yl]-8-fluoro-1,1,4-trioxo-2,3-dihydro-1λ6,5-benzothiazepin-3-yl]carbamate